CN1C(N(C2=C1C=C(C=C2)C2CCN(CC2)C(=O)C2CCNCC2)C2C(NC(CC2)=O)=O)=O 3-[3-methyl-2-oxo-5-[1-(piperidine-4-carbonyl)-4-piperidyl]benzimidazol-1-yl]piperidine-2,6-dione